N-(6-chloropyridin-2-yl)-4-fluoro-4-methylpyrrolidine-2-carboxamide ClC1=CC=CC(=N1)NC(=O)C1NCC(C1)(C)F